N-[(1S)-2-[[5-[5-ethyl-3-methyl-1-(2-trimethylsilylethoxymethyl)pyrazol-4-yl]-6-fluoro-2-pyridyl]amino]-1-(4-methylcyclohexyl)-2-oxo-ethyl]-2-(2-methoxyethyl)pyrazole-3-carboxamide C(C)C1=C(C(=NN1COCC[Si](C)(C)C)C)C=1C=CC(=NC1F)NC([C@H](C1CCC(CC1)C)NC(=O)C=1N(N=CC1)CCOC)=O